calcium-boron salt [B].[Ca]